CN(C1=CC=C(C=C1)C=1OC(=C(N1)CC1=CC=C(C=C1)OC1=CC=CC=C1)C)C N,N-dimethyl-4-(5-methyl-4-(4-phenoxybenzyl)oxazol-2-yl)aniline